(2R)-2-{5-[3-Cyclopropyl-5-(trifluoromethyl)isoxazol-4-yl]-1,2,4-oxadiazol-3-yl}-1,1-difluoro-6-azaspiro[2.5]octan-6-sulfonamid C1(CC1)C1=NOC(=C1C1=NC(=NO1)[C@@H]1C(C12CCN(CC2)S(=O)(=O)N)(F)F)C(F)(F)F